4-bromo-N-(8-(4,4-difluoropiperidin-1-yl)-2-methylquinolin-6-yl)-2-(6-azaspiro[2.5]oct-6-yl)benzamide BrC1=CC(=C(C(=O)NC=2C=C3C=CC(=NC3=C(C2)N2CCC(CC2)(F)F)C)C=C1)N1CCC2(CC2)CC1